OCCN1CCN(CC1)C(=O)C1=CC(=C(CC2(NC=NC=3C=NNC(C32)=O)NC(C)CCC)C=C1)OC 4-(4-(4-(2-hydroxyethyl)piperazine-1-carbonyl)-2-methoxybenzyl)-4-(pentan-2-ylamino)pyrimido[4,5-d]pyridazin-5(6H)-one